NC1=CC=C(C=C1)C(C)=O 1-(4-aminophenyl)ethan-1-one